trimethoxyn-octyl-silane COC(CCCCCCC[SiH3])(OC)OC